methyl 3-(6-(hydroxymethyl)-5-methylpyridin-2-yl)-2,2-dimethyl-3-(8-methyl-3-(trifluoromethyl)-[1,2,4]triazolo[4,3-a]pyridin-7-yl)propanoate OCC1=C(C=CC(=N1)C(C(C(=O)OC)(C)C)C1=C(C=2N(C=C1)C(=NN2)C(F)(F)F)C)C